4-(3-(3-((tert-butyldimethylsilyl)oxy)propoxy)-5-methyl-4-nitro-1H-pyrazol-1-yl)-3-methoxypyridazine [Si](C)(C)(C(C)(C)C)OCCCOC1=NN(C(=C1[N+](=O)[O-])C)C1=C(N=NC=C1)OC